(E)-ethyl 4-(((Z)-(amino(cyclopropyl)methylene)amino)oxy)-4-oxobut-2-enoate N\C(\C1CC1)=N/OC(/C=C/C(=O)OCC)=O